[Na].NC1=NN=NN1 aminotetrazole sodium salt